CC1=C(C=CC(=C1)CC(C)(C)C)CCC=O 3-(2-Methyl-4-neopentylphenyl)propanal